3-(4-Bromophenyl)-3-methoxy-butan-1-ol BrC1=CC=C(C=C1)C(CCO)(C)OC